FC(C(C(C(C(C(C(C(F)(F)F)(F)F)(F)F)(F)F)(F)F)(F)F)(F)F)([Si](Cl)(Cl)Cl)F perfLuorooctyLtrichLorosiLane